N-((1s,3s)-3-(6-((3-(4-((1-(2-(2,6-dioxopiperidin-3-yl)-1,3-dioxoisoindolin-4-yl)piperidin-4-yl)methyl)piperazin-1-yl)benzyl)amino)-9H-purin-9-yl)cyclobutyl)-6-methylpicolinamide O=C1NC(CC[C@@H]1N1C(C2=CC=CC(=C2C1=O)N1CCC(CC1)CN1CCN(CC1)C=1C=C(CNC2=C3N=CN(C3=NC=N2)C2CC(C2)NC(C2=NC(=CC=C2)C)=O)C=CC1)=O)=O